BrC=1C=C(OC2CCC3=CC=CC=C23)C=CC1 1-(3-bromophenoxy)-2,3-dihydro-1H-indene